(2-(2-isopropylphenyl)-4-((5-methoxypyrazin-2-yl)methyl)piperazin-1-yl)-7-azaspiro[3.5]Nonane C(C)(C)C1=C(C=CC=C1)C1N(CCN(C1)CC1=NC=C(N=C1)OC)C1CCC12CCNCC2